4''-chloro-2,6-bis(trifluoromethyl)-[1,1':4',1''-terphenyl]-4-amine ClC1=CC=C(C=C1)C1=CC=C(C=C1)C1=C(C=C(C=C1C(F)(F)F)N)C(F)(F)F